FC1=CC2=C(NC([C@H](CC2)NC(=O)C2=NN3C(CCC[C@@H]3CCC)=N2)=O)C(=C1)F (S)-N-((S)-7,9-difluoro-2-oxo-2,3,4,5-tetrahydro-1H-benzo[b]azepin-3-yl)-5-propyl-5,6,7,8-tetrahydro-[1,2,4]triazolo[1,5-a]pyridine-2-carboxamide